benzene-m-one C=1CC(C=CC1)=O